1-(5-(4-amino-7-(2-methoxyethyl)-7H-pyrrolo[2,3-d]pyrimidin-5-yl)-4-fluoroindolin-1-yl)-2-(2-fluoro-5-(tri-fluoromethyl)phenyl)-ethan-1-one NC=1C2=C(N=CN1)N(C=C2C=2C(=C1CCN(C1=CC2)C(CC2=C(C=CC(=C2)C(F)(F)F)F)=O)F)CCOC